NC=1C2C(N=CN1)N(N=C2C2=CC=C(C=C2)OC2=CC=CC=C2)[C@H]2CN(CCC2)C(=O)N2CC(C2)C2CN(C2)C=2C=C1CN(C(C1=CC2)=O)C2C(NC(CC2)=O)=O 3-(5-(1'-((3R)-3-(4-amino-3-(4-phenoxyphenyl)-3a,7a-dihydro-1H-pyrazolo[3,4-d]pyrimidin-1-yl)piperidine-1-carbonyl)-[3,3'-biazetidin]-1-yl)-1-oxoisoindolin-2-yl)piperidine-2,6-dione